BrC1=NN(C(=C1)C(=O)O)C1=C(C=C(C=C1Br)Br)Br 3-bromo-1-(2,4,6-tribromophenyl)-1H-pyrazole-5-carboxylic acid